ClC=1C=C(C=C(C1F)Cl)C1(CC(=NO1)N1CC=2C=NC(=CC2C1)C(=O)NC(COC)C)C(F)(F)F 2-(5-(3,5-dichloro-4-fluorophenyl)-5-(trifluoromethyl)-4,5-dihydroisoxazol-3-yl)-N-(1-methoxypropan-2-yl)-2,3-dihydro-1H-pyrrolo[3,4-c]pyridine-6-carboxamide